(S)-3-amino-4-(5-(4-((3-fluoro-5-(1-methyl-1H-pyrazol-5-yl)pyridin-2-yl)oxy)-2-methylphenyl)-2H-tetrazol-2-yl)butanoic acid hydrochloride Cl.N[C@@H](CC(=O)O)CN1N=C(N=N1)C1=C(C=C(C=C1)OC1=NC=C(C=C1F)C1=CC=NN1C)C